dibenzylphenyl-phenol C(C1=CC=CC=C1)C1=C(C(=C(C=C1)O)C1=CC=CC=C1)CC1=CC=CC=C1